CC1=CC=C(C(=O)O[C@@H]2[C@H](OC(C2)OC)COC(C2=CC=C(C=C2)C)=O)C=C1 (2R,3S)-5-methoxy-2-(((4-methylbenzoyl)oxy)methyl)tetrahydrofuran-3-yl 4-methylbenzoate